C(C)OC(CCNC(C)=O)OCC N-(3,3-diethoxypropyl)acetamide